C(C1=CC=CC=C1)N1C(N(C(=C1C)C)C1=C(C=CC=C1C(C)C)C(C)C)=[Au-2]Cl 1-benzyl-3-(2,6-diisopropylphenyl)-4,5-dimethyl-imidazol-2-ylidenegold(I) chloride